TMSbromine [Si](C)(C)(C)Br